1,3-dimethylisochromanium CC1[OH+]C(CC2=CC=CC=C12)C